COC=1C=CC(=NC1)N(C1=CC=C(C=N1)C1CN(C1)C(CC[C@H]1NC(OC1)=O)=O)C (4R)-4-[3-[3-[6-[(5-methoxy-2-pyridyl)-methyl-amino]-3-pyridyl]azetidin-1-yl]-3-oxo-propyl]oxazolidin-2-one